FC=1C=C(C=CC1)C1=NOC(C1)(C(=O)N[C@@H]1C[C@@H](OC1)C(=O)OC(C)C)C |o1:15,17| isopropyl rel-(2R,4R)-4-[[3-(3-fluorophenyl)-5-methyl-4H-isoxazol-5-carbonyl]amino]tetrahydrofuran-2-carboxylate